N-(4-chloro-3-fluoro-5-(7-(methylamino)-1,6-naphthyridin-3-yl)phenyl)-4-(2-cyanopropan-2-yl)picolinamide ClC1=C(C=C(C=C1C=1C=NC2=CC(=NC=C2C1)NC)NC(C1=NC=CC(=C1)C(C)(C)C#N)=O)F